1-(2,5-Difluorophenyl)-3-((4-methoxybenzyl)oxy)-2,2-dimethyl-N-(2-nitrobenzylidene)propan-1-amine FC1=C(C=C(C=C1)F)C(C(COCC1=CC=C(C=C1)OC)(C)C)N=CC1=C(C=CC=C1)[N+](=O)[O-]